2-(8-aminooctanoylamino)ethane-1-sulfonic acid NCCCCCCCC(=O)NCCS(=O)(=O)O